1,4-diammoniobutane [NH3+]CCCC[NH3+]